N[C@@H](C(=O)NC1=CC=C(C=C1)C1=C2C(=NC=C1)NC(=C2)C(F)F)CC(C)C (2R)-2-Amino-N-[4-[2-(difluoromethyl)-1H-pyrrolo[2,3-b]pyridin-4-yl]phenyl]-4-methyl-pentanamide